1-((tert-Butoxycarbonyl)amino)-4-oxo-1,4-dihydropyridine-3-carboxylic acid ethyl ester C(C)OC(=O)C1=CN(C=CC1=O)NC(=O)OC(C)(C)C